2-(2-hydroxypropyl)tetrahydrothiophene 1,1-dioxide OC(CC1S(CCC1)(=O)=O)C